9H-purin-2,8-diamine N1=C(N=C2NC(=NC2=C1)N)N